C1(=CC=CC=C1)P(C1=C(C=CC=C1)S(=O)(=O)O)C1=CC=CC=C1 diphenyl-(2-sulfophenyl)phosphine